N-(3-fluorophenyl)-2-(1H-imidazol-1-yl)-N-methyl-6-(piperidin-1-yl)pyrimidine-4-carboxamide FC=1C=C(C=CC1)N(C(=O)C1=NC(=NC(=C1)N1CCCCC1)N1C=NC=C1)C